ClC=1N=C(SC1)C=1N=NN(C1)[C@@H]1[C@H]([C@@H](SC=2C=NC=C(C2)Br)O[C@@H]([C@@H]1O)CO)OC 5-bromopyridin-3-yl 3-[4-(4-chlorothiazol-2-yl)-1H-1,2,3-triazol-1-yl]-3-deoxy-2-O-methyl-1-thio-alpha-D-galactopyranoside